(S)-3-chloro-N-(6-(3,3-dimethyl-2-oxobutyl)-6-azaspiro[2.5]Oct-1-yl)-5-fluorobenzamide ClC=1C=C(C(=O)N[C@H]2CC23CCN(CC3)CC(C(C)(C)C)=O)C=C(C1)F